ClC1=NNC2=CC(=CC=C12)/C=C/C(=O)NC=1C(=NC=C(C1C)F)C(F)(F)F (E)-3-(3-chloro-1H-indazol-6-yl)-N-(5-fluoro-4-methyl-2-(trifluoromethyl)pyridin-3-yl)acrylamide